C1[C@H](C12CC2)C(=O)NC=2SC1=C(C2C(=O)N)CCCC1 |o1:1| 2-[[(2R*)-spiro[2.2]pentane-2-carbonyl]amino]-4,5,6,7-tetrahydrobenzothiophene-3-carboxamide